(R,Z)-N-(4-((4-(benzo[d]thiazol-6-yloxy)-2-methoxy-5-methylphenyl)amino)-7-methoxy-quinazolin-6-yl)-2-fluoro-3-(1-methylpyrrolidin-2-yl)acrylamide S1C=NC2=C1C=C(C=C2)OC2=CC(=C(C=C2C)NC2=NC=NC1=CC(=C(C=C21)NC(/C(=C/[C@@H]2N(CCC2)C)/F)=O)OC)OC